C(=O)O.C12CN(CC(CC1)N2)C2=C1C(=NC=C2)N(CC1)C(=O)NC=1C(=CC=2N(C1)N=CN2)F 4-(3,8-diazabicyclo[3.2.1]octan-3-yl)-N-(7-fluoro-[1,2,4]triazolo[1,5-a]pyridin-6-yl)-2,3-dihydro-1H-pyrrolo[2,3-b]pyridine-1-carboxamide formate